((trans)-3-amino-1-methylcyclobutyl)carbamic acid tert-butyl ester C(C)(C)(C)OC(NC1(CC(C1)N)C)=O